ClC=1C2=C(N=CN1)N(C=C2C)[C@@H]2C=C([C@H]1OC(O[C@H]12)(C)C)CCC=1C=C(C(=C2C=CN=CC12)F)C(F)F 8-(2-((3aS,4R,6aR)-4-(4-chloro-5-methyl-7H-pyrrolo[2,3-d]pyrimidin-7-yl)-2,2-dimethyl-3a,6a-dihydro-4H-cyclopenta[d][1,3]dioxol-6-yl)ethyl)-6-(difluoromethyl)-5-fluoroisoquinoline